(Z)-1-(4-azido-1-bromobut-2-en-2-yl)cyclohex-1-ene N(=[N+]=[N-])C\C=C(/CBr)\C1=CCCCC1